tert-Butyl 3-(4-(4,4,5,5-tetramethyl-1,3,2-dioxaborolan-2-yl) phenyl)morpholine-4-carboxylate CC1(OB(OC1(C)C)C1=CC=C(C=C1)C1N(CCOC1)C(=O)OC(C)(C)C)C